C(C)(C)(C)[Si](C)(C)OCC(CI)F t-butyl-(2-fluoro-3-iodopropoxy)dimethylsilane